N1N=C(C=C1)N1N=C2CCN(CC=3C2=C1N=C(C3)N3[C@@H](COCC3)C)C3COCC3 (3R)-4-(2-(1H-pyrazol-3-yl)-7-(tetrahydrofuran-3-yl)-6,7,8,9-tetrahydro-2H-1,2,3,7-tetraazabenzo[cd]azulen-4-yl)-3-methylmorpholine